C(C)C(C1=CC=CC=C1)(C=C(C(=O)[O-])CCO)CC.[NH4+] ammonium (di-ethylbenzyl (2-hydroxyethyl) acrylate)